C=CC(C(=O)O)C1=CC(=C(C(=C1)C(C)(C)C)O)C(C)(C)C methylene-(3',5'-di-tert-butyl-4'-hydroxyphenyl)propionic acid